FC1(CCC(CC1)/C=C/C1=CC(=CC=2CCOC21)N(C(C=C)=O)CCOC2OCCCC2)F (E)-N-(7-(2-(4,4-Difluorocyclohexyl)vinyl)-2,3-dihydrobenzofuran-5-yl)-N-(2-((tetrahydro-2H-pyran-2-yl)oxy)ethyl)acrylamide